sodium 3,5-dicarboxybenzenesulfonate C(=O)(O)C=1C=C(C=C(C1)C(=O)O)S(=O)(=O)[O-].[Na+]